N5-(3-chloro-4-fluorophenyl)-6-methyl-N3-[(2R)-1,1,1-trifluoropropan-2-yl]-4H,5H,6H,7H-[1,2]oxazolo[4,3-c]pyridine-3,5-dicarboxamide ClC=1C=C(C=CC1F)NC(=O)N1CC=2C(CC1C)=NOC2C(=O)N[C@@H](C(F)(F)F)C